4-(4-amino-6-(4-methacrylamidophenyl)pyrrolo[2,1-f][1,2,4]triazin-5-yl)-N-(2,2,2-trifluoroethyl)benzamide NC1=NC=NN2C1=C(C(=C2)C2=CC=C(C=C2)NC(C(=C)C)=O)C2=CC=C(C(=O)NCC(F)(F)F)C=C2